CC=1C=C(C=C(C1NS(=O)(=O)C=1C=C(C=CC1)CCCCCCC(=O)O)C)C1=CC=CC=C1 7-(3-(N-(3,5-dimethyl-[1,1'-biphenyl]-4-yl)sulfamoyl)phenyl)heptanoic acid